N-(5-(4-aminopiperidin-1-yl)-2-(3-hydroxypiperidin-1-yl)thiazolo[4,5-b]pyridin-6-yl)-2-(2-methylpyridin-4-yl)oxazole-4-carboxamide hydrochloride Cl.NC1CCN(CC1)C1=C(C=C2C(=N1)N=C(S2)N2CC(CCC2)O)NC(=O)C=2N=C(OC2)C2=CC(=NC=C2)C